5-(2-oxo-6-phenethyl-1-phenyldecahydro-1,6-naphthyridin-3-yl)pentanoic acid O=C1N(C2CCN(CC2CC1CCCCC(=O)O)CCC1=CC=CC=C1)C1=CC=CC=C1